NC1=C(C=2C(=NC=CC2Cl)N1C1=C(C(=CC=C1C)OC)C)C#N 2-amino-4-chloro-1-(3-methoxy-2,6-dimethylphenyl)-1H-pyrrolo[2,3-b]pyridine-3-carbonitrile